C[Si](C=1C=C(NC1)C=O)(C)C 4-(TRIMETHYLSILYL)-1H-PYRROLE-2-CARBOXALDEHYDE